COC1=C(C=CC(=C1)C(F)(F)F)C1=NN=C(C2=CC=CC=C12)N1CCC(CC1)N(C)C 1-{4-[2-methoxy-4-(trifluoromethyl)phenyl]phthalazin-1-yl}-N,N-dimethylpiperidin-4-amine